3-(2,4-dioxo-tetrahydropyrimidin-1(2H)-yl)-4-methylbenzoic acid O=C1N(CCC(N1)=O)C=1C=C(C(=O)O)C=CC1C